2,3-Dihydrobenzofuran-5-carbaldehyde O1CCC2=C1C=CC(=C2)C=O